C(C)(C)(C)OC(CN1C(O[C@@]2(C1=O)CCC1=CC(=CC=C12)N=C(C1=CC=CC=C1)C1=CC=CC=C1)=O)=O (S)-2-(5-((diphenylmethylene)amino)-2',4'-dioxo-2,3-dihydrospiro[indene-1,5'-oxazolidine]-3'-yl)acetic acid t-butyl ester